BrC1=CC(=C(OCC#N)C=C1)Cl 2-(4-bromo-2-chloro-phenoxy)acetonitrile